C(C1=CC=CC=C1)(=O)C=1C=C(C=CC1)C(C(=O)N(C)CC(CN1N=CN=C1)(O)C1=C(C=C(C=C1)Cl)Cl)C (3-benzoylphenyl)-N-(2-(2,4-dichlorophenyl)-2-hydroxy-3-(1H-1,2,4-triazol-1-yl)propyl)-N-methylpropanamide